cis-3-benzyl-1-(cyclobutylmethyl)-8-(methylamino)-8-phenyl-1,3-diazaspiro[4.5]decan-2-one C(C1=CC=CC=C1)N1C(N(C2(C1)CCC(CC2)(C2=CC=CC=C2)NC)CC2CCC2)=O